C\C(=C/CC=1C(=C(C(=O)O)C(=CC1O)CC(CCC)C)O)\CCC=C(C)C 3-[(2E)-3,7-dimethylocta-2,6-dien-1-yl]-2,4-dihydroxy-6-(2-methylpentyl)benzoic acid